(R)-N-ethyl-6-(3-isopropyl-1H-pyrrolo[2,3-b]pyridin-5-yl)-8-(morpholin-3-yl)-3,4-dihydroisoquinoline-2(1H)-Formamide C(C)NC(=O)N1CC2=C(C=C(C=C2CC1)C=1C=C2C(=NC1)NC=C2C(C)C)[C@H]2NCCOC2